5-oxo-1,2-pyrrolidinedicarboxylic acid O=C1CCC(N1C(=O)O)C(=O)O